C(CCCCCCCC=C)OCC(CCC=C)=O 1-dec-9-enoxyhex-5-en-2-one